C(#N)C[C@@H]1N(CCN(C1)C=1C2=C(N=C(N1)OC[C@H]1N(CCC1)C)C=C(N=C2)C2=CC=CC1=CC=CC=C21)C(=O)OCC2=CC=CC=C2 benzyl (2S)-2-(cyanomethyl)-4-[2-[[(2S)-1-methylpyrrolidin-2-yl]methoxy]-7-(1-naphthyl)pyrido[4,3-d]pyrimidin-4-yl]piperazine-1-carboxylate